2,2',2''-(10-((2R,3S)-1,3,4-trihydroxybutan-2-yl)-1,4,7,10-tetraazacyclododecane-1,4,7-triyl)triacetate OC[C@H]([C@@H](CO)O)N1CCN(CCN(CCN(CC1)CC(=O)[O-])CC(=O)[O-])CC(=O)[O-]